2-chloro-N-((6-chloro-3-nitropyridin-2-yl)carbamoyl)acetamide ClCC(=O)NC(NC1=NC(=CC=C1[N+](=O)[O-])Cl)=O